CN(C)CC=1C=C(C=CC1NC(=O)NCC1=CC2=C(C(N(C2)C2C(NC(CC2)=O)=O)=O)S1)C 1-(3-((dimethylamino)methyl)-4-tolyl)-3-((5-(2,6-dioxopiperidin-3-yl)-6-oxo-5,6-dihydro-4H-thieno[2,3-c]pyrrol-2-yl)methyl)urea